C(C1=CC=CC=C1)NC(C)C=1C(=NC(=NC1)SC)NC=1C=C(C=CC1)NC(OC(C)(C)C)=O tert-butyl (3-((5-(1-(benzylamino)ethyl)-2-(methylthio)pyrimidin-4-yl)amino)phenyl)carbamate